COC1=C(C=CC=C1)N1CCN(CC1)C(=O)C1=CC=C(C=C1)S(=O)(=O)N1N=C(N=C1)C=1C=NC=CC1 (4-(2-methoxyphenyl)piperazin-1-yl)(4-((3-(pyridin-3-yl)-1H-1,2,4-triazol-1-yl)sulfonyl)phenyl)methanone